CC1=CC=C2CCC(N3[C@@H](CC=4C=CC=C(OC1=N2)C4)[C@H](CC3)NS(=O)(=O)C)=O N-[(1S,19aS)-11-Methyl-5-oxo-2,3,6,7,19,19a-hexahydro-1H,5H-8,12-(azeno)-14,18-(metheno)pyrrolo[2,1-h][1,9]oxazacycloheptadecin-1-yl]methanesulfonamide